COC(CNC(=O)[C@]1([C@@H](CC[C@H](C1)C)C(C)C)O)=O ((1S,2S,5R)-1-hydroxy-2-isopropyl-5-methylcyclohexane-1-carbonyl)glycine methyl ester